N-(4-(4,4-dimethylcyclohexyl)phenyl)-1'-methyl-[1,4'-bipiperidin]-4-amine CC1(CCC(CC1)C1=CC=C(C=C1)NC1CCN(CC1)C1CCN(CC1)C)C